4-dodecanoyl-morpholine C(CCCCCCCCCCC)(=O)N1CCOCC1